trans-2-pentafluorophenylcyclopropylamine C1C(C1N)C2=C(C(=C(C(=C2F)F)F)F)F